ethyl 2-amino-6-methyl-4,5,6,7-tetrahydrothieno[2,3-c]pyridine-3-carboxylate NC1=C(C2=C(CN(CC2)C)S1)C(=O)OCC